O1C(OCCC1)CCC1(CC(NC1)=O)C1=CC=C(C=C1)C1=C(C=CC=C1)C1CC1 4-(2-(1,3-dioxan-2-yl)ethyl)-4-(2'-cyclopropyl-[1,1'-biphenyl]-4-yl)pyrrolidin-2-one